2-(Thien-3-yl)ethanol S1C=C(C=C1)CCO